C(C(C)C)[Al](CCCCCCCCCCC=C)CC(C)C diisobutyl-(dodeca-11-en-1-yl)aluminum